N-(1,3-dihydroxy-2-methylpropan-2-yl)-2-methyl-5-((4-methylthiazol-5-yl)methoxy)benzofuran OCC(CO)(C)N1CSC(=C1C)COC=1C=CC2=C(C=C(O2)C)C1